ClC=1C(=CC2=C(NC(=N2)O[C@H]2[C@@H]3[C@H](OC2)[C@@H](CO3)O)C1)C1=CC=C(C=C1)C1=CC=C(C=C1)CNCCN=C(N)N 2-(2-(((4'-(6-chloro-2-(((3R,3aR,6R,6aR)-6-hydroxyhexahydrofuro[3,2-b]furan-3-yl)oxy)-1H-benzo[d]imidazol-5-yl)-[1,1'-biphenyl]-4-yl)methyl)amino)ethyl)guanidine